4-((5-carbamoyl-4-methoxyindol-1-yl)methyl)phenylboronic acid C(N)(=O)C=1C(=C2C=CN(C2=CC1)CC1=CC=C(C=C1)B(O)O)OC